FC1CN(CCC1CNC1=NC=NC(=C1F)N1C(COCC1)C1=C(C=C(C=C1)C(F)(F)F)F)CC(=O)N 2-(3-fluoro-4-(((5-fluoro-6-(3-(2-fluoro-4-(trifluoromethyl)phenyl)-morpholino)pyrimidin-4-yl)amino)methyl)piperidin-1-yl)acetamide